[Na+].FC=1C=C(C(=O)[O-])C=CC1 3-fluorobenzoic acid sodium salt